(1R,4R,7R)-7-amino-2-azabicyclo[2.2.1]heptane N[C@H]1[C@@H]2NC[C@H]1CC2